C(C1=CC=CC=C1)OCCOCC1(CC1)N(C(=O)C=1C=NN2C1CN(CC2)C(=O)OC(C)(C)C)C tert-butyl 3-[(1-[2-(benzyloxy)ethoxy]methylcyclopropyl)(methyl)carbamoyl]-4H,5H,6H,7H-pyrazolo[1,5-a]pyrazine-5-carboxylate